NC=1C(=C(C(=C(C(=O)NC=2C=C(C=CC2N2CCN(CCC2)C)N2N=NC(=C2)C(=O)[O-])C1)Cl)C)F 1-(3-(5-amino-2-chloro-4-fluoro-3-methylbenzamido)-4-(4-methyl-1,4-diazepan-1-yl)phenyl)-1H-1,2,3-triazole-4-carboxylate